3-mercaptothiophene SC1=CSC=C1